6-(3-methoxy-4-methylphenoxy)-N-(2-nitrophenyl)pyridin-3-amine COC=1C=C(OC2=CC=C(C=N2)NC2=C(C=CC=C2)[N+](=O)[O-])C=CC1C